C(C1=CC=CC=C1)C1COCCC1=O 3-(E)-benzyltetrahydro-4H-pyran-4-one